C[C@@]12[C@@H]3C(CCC2C3[C@@H](CC1)C(C)C)=C (1R,2S,8S)-1-methyl-3-methylene-8-propan-2-yl-tricyclo[4.4.0.02,7]decane